(3-((2-chloro-3-fluoro-phenoxy)methyl)bicyclo-[1.1.1]pentan-1-yl)(5-(3,5-difluorophenyl)-4,5-dihydro-1H-pyrazol-1-yl)methanone ClC1=C(OCC23CC(C2)(C3)C(=O)N3N=CCC3C3=CC(=CC(=C3)F)F)C=CC=C1F